BrC1=C(C=C)C=CC=C1 2-Bromostyrol